N5-methyl-[1,2,4]triazolo[4,3-a]quinazoline-5,8-diamine CNC1=NC=2N(C3=CC(=CC=C13)N)C=NN2